niobium iridium tellurium [Te].[Ir].[Nb]